3-((6-(3-Methylisoxazol-4-yl)-1-oxoisoquinolin-2(1H)-yl)methyl)-N-(piperidin-4-yl)benzamide CC1=NOC=C1C=1C=C2C=CN(C(C2=CC1)=O)CC=1C=C(C(=O)NC2CCNCC2)C=CC1